(S)-2-((4-(6-((2-fluoro-4-(oxetane-3-yl)benzyl)oxy)pyridin-2-yl)piperidin-1-yl)methyl)-1-(oxetane-2-ylmethyl)-1H-benzo[d]imidazole-6-carboxylic acid tromethamine salt NC(CO)(CO)CO.FC1=C(COC2=CC=CC(=N2)C2CCN(CC2)CC2=NC3=C(N2C[C@H]2OCC2)C=C(C=C3)C(=O)O)C=CC(=C1)C1COC1